ClC1=NC=C(C(=C1)C1=C(C=NC(=C1)C)C(=O)NC=1SC2=C(N1)CN(C2)C(=O)C=2C=NN(C2)C(F)(F)F)OC 2'-chloro-5'-methoxy-6-methyl-N-(5-(1-(trifluoromethyl)-1H-pyrazole-4-carbonyl)-5,6-dihydro-4H-pyrrolo[3,4-d]thiazol-2-yl)-[4,4'-bipyridine]-3-carboxamide